5-chloro-N-((1r,4r)-4-((1-(3-fluoro-4-methoxyphenyl)-2-oxo-1H-imidazo[4,5-c]pyridin-3(2H)-yl)methyl)cyclohexyl)-2-(trifluoro-methyl)nicotinamide ClC=1C=NC(=C(C(=O)NC2CCC(CC2)CN2C(N(C3=C2C=NC=C3)C3=CC(=C(C=C3)OC)F)=O)C1)C(F)(F)F